6-benzyl-4-cyclopropyl-2-((1-((2-(trimethylsilyl)ethoxy)methyl)-1H-pyrazol-3-yl)methyl)-4,6-dihydro-5H-thiazolo[5',4':4,5]Pyrrolo[2,3-d]Pyridazin-5-one C(C1=CC=CC=C1)N1N=CC2=C(C1=O)N(C1=C2SC(=N1)CC1=NN(C=C1)COCC[Si](C)(C)C)C1CC1